6-(4-methoxypyrrolo[2,1-f][1,2,4]triazin-5-yl)-2-methyl-1-(pyrazin-2-ylmethyl)-1H-imidazo[4,5-b]pyridine COC1=NC=NN2C1=C(C=C2)C=2C=C1C(=NC2)N=C(N1CC1=NC=CN=C1)C